C1(CC1)C(C)N1N=C(C=C1)S(=O)(=O)NC(NC1=C2CCCC2=CC(=C1C1=CC=2N(C=C1)N=CC2)C)=O 1-(1-cyclopropylethyl)-N-((6-methyl-5-(pyrazolo[1,5-a]pyridin-5-yl)-2,3-dihydro-1H-inden-4-yl)carbamoyl)-1H-pyrazole-3-sulfonamide